7-chloro-2-(perfluorobutyl)-4-phenylquinoline ClC1=CC=C2C(=CC(=NC2=C1)C(C(C(C(F)(F)F)(F)F)(F)F)(F)F)C1=CC=CC=C1